5-[7-(2,5-dihydrofuran-3-yl)-1-fluoro-3-hydroxynaphthalen-2-yl]-1λ6,2,5-thiadiazolidine-1,1,3-trione O1CC(=CC1)C1=CC=C2C=C(C(=C(C2=C1)F)N1CC(NS1(=O)=O)=O)O